2-methoxy-6-nonylpyridin-4-ol COC1=NC(=CC(=C1)O)CCCCCCCCC